4',5,7-trihydroxyisoflavanone OC1=CC=C(C2COC3=CC(=CC(=C3C2=O)O)O)C=C1